C1(=NC=CC2=CC=CC=C12)C(=O)NN isoquinoline-1-hydrazide